COC(=O)C=1C(N(C2=CC(=CC=C2C1N)C(F)(F)F)C=1C=C2C=CN=CC2=CC1)=O 4-Amino-1-(isoquinolin-6-yl)-2-oxo-7-(trifluoromethyl)-1,2-dihydroquinoline-3-carboxylic acid methyl ester